OC=1C=CC=2C3(C4=CC=C(C(=C4OC2C1O)O)O)OC(C1=CC=CC=C13)=O 3',4',5',6'-Tetrahydroxyspiro[isobenzofuran-1(3H),9'-(9H)xanthen]-3-one